N2,N4-bis(3,3-difluorocyclobutyl)-6-(6-(1,1-difluoroethyl)pyrazin-2-yl)-1,3,5-triazine-2,4-diamine FC1(CC(C1)NC1=NC(=NC(=N1)NC1CC(C1)(F)F)C1=NC(=CN=C1)C(C)(F)F)F